BrC1=CC=C(C=C1)C=1N=C2N(C=C(C=C2)OC)C1 2-(4-bromophenyl)-6-methoxy-imidazo[1,2-a]pyridine